(((tert-Butyldimethylsilyl)oxy)methyl)-N-(4-((2-chloro-6-fluorophenyl)carbamoyl)-2-fluoro-5-(((S)-1,1,1-trifluoropropan-2-yl)oxy)phenyl)-5-oxopyrrolidine-1-carboxamide [Si](C)(C)(C(C)(C)C)OCC1N(C(CC1)=O)C(=O)NC1=C(C=C(C(=C1)O[C@H](C(F)(F)F)C)C(NC1=C(C=CC=C1F)Cl)=O)F